NC=1C=CC(=C(C(=O)O)C1)C1=NC(=NC=C1)NC1=CC=C(C=C1)C(F)(F)F 5-amino-2-(2-((4-(trifluoromethyl)phenyl)amino)pyrimidin-4-yl)benzoic acid